(R)-4-((2-(1H-pyrazol-4-yl)ethyl)amino)-N-(1-(6-methoxypyridin-2-yl)ethyl)-5,6-dimethylpyrimidine-2-carboxamide N1N=CC(=C1)CCNC1=NC(=NC(=C1C)C)C(=O)N[C@H](C)C1=NC(=CC=C1)OC